BrC1=CC=C(C=C1)[C@]12[C@](C3=C(C=NC=C3OC)O1)(C([C@@H]([C@H]2C2=CC=CC=C2)C(=O)OC)=O)O |r| rac-methyl (4bR,6R,7S,7aR)-7a-(4-bromophenyl)-4b-hydroxy-4-methoxy-5-oxo-7-phenyl-4b,6,7,7a-tetrahydro-5H-cyclopenta[4,5]furo[2,3-c]pyridine-6-carboxylate